2,3,4-Trifluoro-5-[(4-Methoxyphenyl)methoxy]Benzoic acid FC1=C(C(=O)O)C=C(C(=C1F)F)OCC1=CC=C(C=C1)OC